8-butyl-1-oxaspiro[4.5]decan-2-one C(CCC)C1CCC2(CCC(O2)=O)CC1